FC1(CCC2=C1N=C(N=C2C=2C=C(C1=C(CCO1)C2)CNS(=O)(=O)C)N2[C@H](CC2)C)F N-[[5-[7,7-difluoro-2-[(2S)-2-methylazetidin-1-yl]-5,6-dihydrocyclopenta[d]pyrimidin-4-yl]-2,3-dihydrobenzofuran-7-yl]methyl]methanesulfonamide